NC=1N=C(SC1C(=O)C1=CC=C(OC(C(=O)NC(C)C)(C)C)C=C1)N(C1=CC=C(C=C1)F)[C@@H](C(=O)N)C |r| rac-2-[4-[4-amino-2-(N-(2-amino-1-methyl-2-oxoethyl)-4-fluoro-anilino)thiazole-5-carbonyl]phenoxy]-N-isopropyl-2-methyl-propanamide